FCOC=1C=NC=2CCN(CC2C1)C(=O)C1=C(OC=2N=CN=C(C21)NC2(CC2)C)C 5-[3-(fluoromethoxy)-5,6,7,8-tetrahydro-1,6-naphthyridine-6-carbonyl]-6-methyl-N-(1-methylcyclopropyl)furo[2,3-d]pyrimidin-4-amine